methyl 5-chloro-2-[[6-chloro-3-(4,4-difluorocyclohexyl)-4-quinolyl]amino]benzoate ClC=1C=CC(=C(C(=O)OC)C1)NC1=C(C=NC2=CC=C(C=C12)Cl)C1CCC(CC1)(F)F